2-(3-bromo-5-nitrophenoxy)-N,N-dimethylethan-1-amine BrC=1C=C(OCCN(C)C)C=C(C1)[N+](=O)[O-]